C(=O)(OC(C)(C)C)N1CCC2=CC=CC=C12 1-Boc-indoline